2-(6-(trifluoromethyl)pyridin-3-yl)-2,8-diazaspiro[4.5]decan-1-one FC(C1=CC=C(C=N1)N1C(C2(CC1)CCNCC2)=O)(F)F